2-pivaloylamino-9-(5,6,7,8-tetrahydro-1,8-naphthyridin-2-yl)nonanoic acid C(C(C)(C)C)(=O)NC(C(=O)O)CCCCCCCC1=NC=2NCCCC2C=C1